Ethyl (S)-3-amino-3-(5-cyclopropyl-4'-fluoro-2'-(hex-5-en-1-yl)-6'-methyl-[1,1'-biphenyl]-3-yl)propanoate hydrochloride Cl.N[C@@H](CC(=O)OCC)C=1C=C(C=C(C1)C1CC1)C1=C(C=C(C=C1C)F)CCCCC=C